IC1(C(C(=C(C(=C1O)I)O)I)O)C 1,3,5-triiodo-2,4,6-trishydroxy-methylbenzene